tert-Butyl N-[2-(2-chloropyrimidin-5-yl)-2-hydroxyethyl]carbamate ClC1=NC=C(C=N1)C(CNC(OC(C)(C)C)=O)O